C(C=C)C1(CC=CC=C1O)C ortho-allyl-cresol